((9H-fluorene-9,9-diyl)bis(5-methyl-6-(oxiran-2-ylmethoxy)-3,1-phenylene))dimethanol C1=CC=CC=2C3=CC=CC=C3C(C12)(C=1C=C(C(=C(C1)C)OCC1OC1)CO)C=1C=C(C(=C(C1)C)OCC1OC1)CO